C(OC1=CC=C(C=C1)[N+](=O)[O-])([O-])[O-] p-nitrophenyl orthoformate